ClC1=NC=CC(=C1F)CC(=O)C=1N=CN(C1C)C=1C=NC(=CC1)C 2-(2-chloro-3-fluoropyridin-4-yl)-1-(5-methyl-1-(6-methylpyridin-3-yl)-1H-imidazol-4-yl)ethan-1-one